O=C1NC(CCC1N1CC2=CC=C(C=C2C1=O)CNC(OCC12CCC(CC1)C2(C)C)=O)=O {7,7-dimethylbicyclo[2.2.1]heptan-1-yl}methyl N-{[2-(2,6-dioxopiperidin-3-yl)-3-oxo-2,3-dihydro-1H-isoindol-5-yl]methyl}carbamate